CC/C=C\CC/C=C/C=O (2E,6Z)-nonadienal